COC(=O)C1=CC=C(C=C1)C(C)[Te]C 1-methoxycarbonyl-4-(1-methyltelluro-ethyl)benzene